BrC=1C=C(C(=CC1OC)N)NC 4-bromo-5-methoxy-N2-methyl-benzene-1,2-diamine